tert-butyl 2-(4-azidobutoxy)acetate N(=[N+]=[N-])CCCCOCC(=O)OC(C)(C)C